C(#N)C1=C(C(=C(C(=C1F)F)S(=O)(=O)NC1=C(C=C(C=C1)C(NC1=CC(=CC=C1)C1=CC2=C(N(C=N2)C)C=C1C(F)(F)F)=O)N(C(OC(C)(C)C)=O)CCN(C)C)F)F tert-butyl (2-((4-cyano-2,3,5,6-tetrafluorophenyl)sulfonamido)-5-((3-(1-methyl-6-(trifluoromethyl)-1H-benzo[d]imidazol-5-yl)phenyl)carbamoyl)phenyl)(2-(dimethylamino)ethyl)carbamate